bromoacetic acid Butyl ester C(CCC)OC(CBr)=O